NC1=NC=NN2C1=C(C=C2C=2C=NC(=C(C(=O)N[C@@H]1CN(C[C@@H]1F)CC(C(F)(F)F)(O)C1CC1)C2)OC)C(F)(F)F 5-(4-amino-5-(trifluoromethyl)pyrrolo[2,1-f][1,2,4]triazin-7-yl)-N-((3R,4S)-1-(2-cyclopropyl-3,3,3-trifluoro-2-hydroxypropyl)-4-fluoropyrrolidin-3-yl)-2-methoxynicotinamide